difluorotoluene 3-hydroxy-8-azabicyclo[3.2.1]octane-8-carboxylate OC1CC2CCC(C1)N2C(=O)O.FC(C2=CC=CC=C2)F